[2-chloro-3-(methylamino)-4-pyridyl]methanol ClC1=NC=CC(=C1NC)CO